C(C)[NH2+]CC=C1C=CC2=NC3=CC=C(C=C3OC2=C1)N(C)CC N-ethyl-N-(7-(ethyl-(methyl)amino)-3H-phenoxazin-3-ylidene)ethylammonium